C(C)C1(COC1)COCCCOCC1(COC1)CC 1,3-bis[(3-ethyl-3-oxetanylmethoxy)]propane